ClC=1C=NC=CC1NC(=O)C=1C=C2C=3CC(CCC3NC2=CC1)N(CC)CC N-(3-chloropyridin-4-yl)-3-(diethyl)amino-1,2,3,4-tetrahydro-9H-carbazole-6-carboxamide